sodium 3-dimethylamino-1-(2-hydroxy-5-nitrophenyl)prop-2-en-1-one CN(C=CC(=O)C1=C(C=CC(=C1)[N+](=O)[O-])O)C.[Na]